2,4-dihydroxy-1,3,5-trimethylbenzene OC1=C(C=C(C(=C1C)O)C)C